C(#N)[B-](C#N)(C#N)C#N.C[N+]1=NC=CC=C1 1-methylpyridazinium tetracyanoborate